FC1(CCN(CC1)C1=NC(=CC(=N1)C1=CC(=NN1)C1=C(C=C(C=C1)C(CO)S(=O)(=O)N)N1CCC2(CC2)CC1)C)F (4-(5-(2-(4,4-difluoropiperidin-1-yl)-6-methylpyrimidin-4-yl)-1H-pyrazol-3-yl)-3-(6-azaspiro[2.5]oct-6-yl)phenyl)-2-hydroxyethanesulfonamide